2-(2-chlorophenyl)-N-(2-morpholino-5-sulfamoylquinolin-7-yl)acetamide ClC1=C(C=CC=C1)CC(=O)NC1=CC(=C2C=CC(=NC2=C1)N1CCOCC1)S(N)(=O)=O